5-fluoro-1,3-dimethyl-1H-pyrazole-4-carbonyl chloride FC1=C(C(=NN1C)C)C(=O)Cl